2-{3-[3-(tert-butylamino)pyrrolidin-1-yl]-1,2,4-triazin-6-yl}-5-(3-chloro-1H-pyrazol-4-yl)phenol dihydrochloride Cl.Cl.C(C)(C)(C)NC1CN(CC1)C=1N=NC(=CN1)C1=C(C=C(C=C1)C=1C(=NNC1)Cl)O